CC1(C(CC2=CC=CC=C12)NC=1C=CC(=NC1)[C@@H](C(F)(F)F)N(C(=O)C1CN(CCC1)C)C)C N-((1S)-1-(5-((1,1-Dimethyl-2,3-dihydro-1H-inden-2-yl)amino)pyridin-2-yl)-2,2,2-trifluoroethyl)-N,1-dimethylpiperidine-3-carboxamide